N1-Benzyl-1,2-propandiamin C(C1=CC=CC=C1)NCC(C)N